C12CNCC(CC1)N2C=2SC=1CN(CCC1N2)C(C(C(C)C)C)=O 1-(2-(3,8-diazabicyclo[3.2.1]octan-8-yl)-6,7-dihydrothiazolo[5,4-c]pyridin-5(4H)-yl)-2,3-dimethylbutan-1-one